COC1=NC(=CC(=C1S(=O)(=O)NC1=NOC2=C1C(=CC(=C2)SC=2SC=CN2)OC)OC)C 2,4-dimethoxy-N-(4-methoxy-6-(thiazol-2-ylthio)benzo[d]isoxazol-3-yl)-6-methylpyridine-3-sulfonamide